C(C=C)C=1CCCCN(C1C(=C(C)O)C(C)=O)S(=O)(=O)C 6-allyl-7-(1-acetyl-2-hydroxy-1-propenyl)-1-methanesulfonyl-2,3,4,5-tetrahydro-1H-azepine